1,2-bis(2-chloro-4-fluorophenyl)-1,2-ethanedione 1-hydrazone ClC1=C(C=CC(=C1)F)C(C(=O)C1=C(C=C(C=C1)F)Cl)=NN